(1S,3S)-3-((2-(5-(((4-chloro-6-isopropyl-1,3,5-triazin-2-yl)amino)methyl)-1-methyl-1H-pyrazol-4-yl)-4-methylpyrimidin-5-yl)oxy)cyclohexane-1-carboxylic acid isopropyl ester C(C)(C)OC(=O)[C@@H]1C[C@H](CCC1)OC=1C(=NC(=NC1)C=1C=NN(C1CNC1=NC(=NC(=N1)Cl)C(C)C)C)C